CC=1N(N=C2C=C(C(=CC12)Br)O)C methyl-5-bromo-2-methyl-2H-indazol-6-ol